ClC1=CC=C(C=C1)[C@@H](CCNC(=O)C=1N=C(SC1)C1=CC=C2C(=NNC2=C1)C(NC)=O)O (R)-N-(3-(4-chlorophenyl)-3-hydroxypropyl)-2-(3-(methylcarbamoyl)-1H-indazol-6-yl)thiazole-4-carboxamide